ClC=1C=C(CC2=C3N=C(C(=NC3=CC=C2)N)N)C=CC1 (3-chlorobenzyl)quinoxaline-2,3-diamine